tert-Butyl 4-((2-(3-((fluorosulfonyl)oxy)phenyl)-7-phenylimidazo[1,2-a]pyridin-3-yl)amino)benzoate FS(=O)(=O)OC=1C=C(C=CC1)C=1N=C2N(C=CC(=C2)C2=CC=CC=C2)C1NC1=CC=C(C(=O)OC(C)(C)C)C=C1